1-(5-Bromo-7-fluoro-1H-benzoimidazol-2-yl)-1H-pyrazole BrC1=CC2=C(NC(=N2)N2N=CC=C2)C(=C1)F